(3-hydroxypropyl) thioacetate C(C)(=S)OCCCO